(E)-11-hexadecen-1-yl acetate ((E)-11-hexadecen-1-yl acetate) C(CCCCCCCCC\C=C\CCCC)CC(=O)O.C(C)(=O)OCCCCCCCCCC\C=C\CCCC